4-(((1S,3R)-3-acrylamidocyclohexyl)amino)-N-(4-(4-morpholino-7H-pyrrolo[2,3-d]pyrimidin-6-yl)phenyl)picolinamide C(C=C)(=O)N[C@H]1C[C@H](CCC1)NC1=CC(=NC=C1)C(=O)NC1=CC=C(C=C1)C1=CC2=C(N=CN=C2N2CCOCC2)N1